Cl.C(C)OC(CC1CCCCCC1)=N.ClC1=C(C(=CC=C1)F)CN1C(N(N=C1CC1CCCCCC1)C)=O 4-[(2-chloro-6-fluorophenyl)methyl]-5-(cycloheptylmethyl)-2-methyl-2,4-dihydro-3H-1,2,4-triazol-3-one ethyl-2-cycloheptylethanimidate hydrochloride